8-(6-isopropylisoquinolin-1-yl)-2,6-dimethylbenzofuro[2,3-b]pyridine C(C)(C)C=1C=C2C=CN=C(C2=CC1)C1=CC(=CC2=C1OC1=NC(=CC=C12)C)C